(S,E)-tert-Butyl-7-((3-(7-amino-2-((methoxycarbonyl)-amino)-7-oxohept-5-enamido)-2-oxopyridin-1(2H)-yl)methyl)-1H-indol-1-carboxylat C(C)(C)(C)OC(=O)N1C=CC2=CC=CC(=C12)CN1C(C(=CC=C1)NC([C@H](CC\C=C\C(=O)N)NC(=O)OC)=O)=O